BrC1=CN=CC2=CC(=CC=C12)OCCCCCO 5-(4-bromoisoquinolin-7-yloxy)pentan-1-ol